N[C@@H]1C2=C(N=CS2)CC12CCN(CC2)C=2C(=NC(=C(N2)C)C2=C(C(=CC=C2)Cl)Cl)C2(CC2)O (S)-1-(3-(6-amino-4,6-dihydrospiro[cyclopenta[d]thiazol-5,4'-piperidin]-1'-yl)-6-(2,3-dichlorophenyl)-5-methylpyrazin-2-yl)cyclopropan-1-ol